COC=1C=C2C=CN(C2=C(C1)OC)CC(C)N(C)C 1-(5,7-dimethoxy-1H-indol-1-yl)N,N-dimethylpropan-2-amine